1-(5-((5-chloro-4-(3-(pyrazin-2-yl)phenyl)pyrimidin-2-yl)amino)pyridin-3-yl)pyrrolidin-2-one ClC=1C(=NC(=NC1)NC=1C=C(C=NC1)N1C(CCC1)=O)C1=CC(=CC=C1)C1=NC=CN=C1